C=C1CC2(CCC(N2C1)=O)C(=O)OCC ethyl 2-methylidene-5-oxotetrahydro-1H-pyrrolizine-7a(5H)-carboxylate